C1(=CC=CC=2C(=CC=CC12)[As](O)(=O)O)[As](O)(=O)O 1,5-naphthalenediarsonic acid